(2,4-dichloro-6-methyl-phenyl)boronic acid ClC1=C(C(=CC(=C1)Cl)C)B(O)O